N1=CN=C(C2=C1NC=C2)N2N=CC1=C2CN(CC1)C(C=C)=O 1-(1-(7H-pyrrolo[2,3-d]pyrimidin-4-yl)-1,4,5,7-tetrahydro-6H-pyrazolo[3,4-c]pyridin-6-yl)prop-2-en-1-one